C(CC)[N+](CC=C)(C)C.C(CCCCCCCCCCC\C=C/CCCCCCCC)(=O)[NH-] erucamide propyl-dimethyl-allyl-ammonium salt